NC1=C2C(=NC(=N1)Cl)N(N=C2)CC=2C=C(CCN1CC=CC(=C1)CO)C=CC2 1-(3-(4-amino-6-chloro-1H-pyrazolo[3,4-d]pyrimidin-1-ylmethyl)phenethyl)-5-hydroxymethylpyridin